C(=CC1=CC=CC=C1)CC(C(=O)[O-])=C styrene-methacrylate